(s)-2-(4-methoxyphenyl)-5-(1-(3-(trifluoromethyl)benzyl)piperidin-3-yl)-2,4-dihydro-3H-1,2,4-triazol-3-one COC1=CC=C(C=C1)N1N=C(NC1=O)[C@@H]1CN(CCC1)CC1=CC(=CC=C1)C(F)(F)F